CC1=C(C=CC(=C1)C1=NC2=CC=C(C=C2C=N1)C(F)(F)F)N1CCOC=2C(C1=O)=NN(C2)CC#N 2-(7-(2-methyl-4-(6-(trifluoromethyl)quinazolin-2-yl)phenyl)-8-oxo-5,6,7,8-tetrahydro-2H-pyrazolo[3,4-f][1,4]oxazepin-2-yl)acetonitrile